ClC1=CC(=C(C=C1)N(S(=O)(=O)C=1C=CC2=C(C(=C(O2)C(=O)OCC)C)C1)CC)CNCC=1N(C=CC1)C ethyl 5-(N-(4-chloro-2-((((1-methyl-1H-pyrrol-2-yl) methyl) amino) methyl) phenyl)-N-ethylsulfamoyl)-3-methylbenzofuran-2-carboxylate